ClC1=C(C=CC=C1)C(=O)Cl.[Se] selenium chlorobenzeneformyl chloride